3-(2,4-dioxotetrahydropyrimidin-1(2H)-yl)-4-ethylbenzoic acid O=C1N(CCC(N1)=O)C=1C=C(C(=O)O)C=CC1CC